BrC=1C(=CC(=C(C1)C(CC(=O)C1CC1)=O)C)F 1-(5-bromo-4-fluoro-2-methylphenyl)-3-cyclopropylpropane-1,3-dione